5-(6-cyanobenzo[d]oxazol-2-yl)-2-(7-fluoro-3,4-dihydro-benzo[b][1,4]oxazepine-5(2H)-yl)isonicotinic acid C(#N)C1=CC2=C(N=C(O2)C2=CN=C(C=C2C(=O)O)N2C3=C(OCCC2)C=CC(=C3)F)C=C1